C(C)OC(=O)C1CCN(CC1)CC1=CC(=C(C=C1)NC(=O)NC12C[C@]3(C[C@](CC(C1)C3)(C2)C)C)F 1-(4-(3-((1r,3r,5S,7r)-3,5-dimethyladamantan-1-yl)ureido)-3-fluorobenzyl)piperidine-4-carboxylic acid ethyl ester